Cl.FC1=C(C=C(OC2CC(C2)(N)C)C=C1)C(F)(F)F 3-(4-fluoro-3-(trifluoromethyl)phenoxy)-1-methylcyclobutan-1-amine hydrochloride